4-bromo-3,5-dimethoxy-N,N-bis(4-methoxyphenyl)aniline BrC1=C(C=C(N(C2=CC=C(C=C2)OC)C2=CC=C(C=C2)OC)C=C1OC)OC